FC1(CCN(CC1)CCF)C(=O)NC=1N=CC2=CC=C(C=C2C1)C1=CN=CS1 4-fluoro-1-(2-fluoroethyl)-N-(6-(thiazol-5-yl)isoquinolin-3-yl)piperidine-4-carboxamide